C1(CCCC1)N1C(C=NC=2C=NC(=NC12)OC)=O 8-cyclopentyl-2-methoxy-7(8H)-pteridinone